4-((5-Fluoro-4-(1-isopropyl-1H-pyrazol-4-yl)pyridin-2-yl)((4-(4-methoxy-3-methylphenyl)bicyclo[2.2.2]octan-1-yl)methyl)carbamoyl)(trans-cyclohexyl) 3-hydroxyazetidine-1-carboxylate OC1CN(C1)C(=O)O[C@@H]1CC[C@H](CC1)C(N(CC12CCC(CC1)(CC2)C2=CC(=C(C=C2)OC)C)C2=NC=C(C(=C2)C=2C=NN(C2)C(C)C)F)=O